ClC=1C=C(C2=C(C(N(S2(=O)=O)[C@@H]([C@@H](C)C2=C(C(=CC=C2F)C)C)C2=NNC(O2)=O)=O)C1)OC 5-((1S,2S)-1-(5-chloro-7-methoxy-1,1-dioxo-3-oxobenzo[d]isothiazol-2(3H)-yl)-2-(6-fluoro-2,3-dimethylphenyl)propyl)-1,3,4-oxadiazol-2(3H)-one